FC=1C=C2C(=C(C=NC2=CC1)OC[C@@H](CC1=CC=CC=C1)NC(=O)C1(CCC1)NC)C(=O)OCC1=CC=CC=C1 benzyl (R)-6-fluoro-3-(2-(1-(methylamino)cyclobutane-1-carboxamido)-3-phenylpropoxy)quinoline-4-carboxylate